C(O)NC(C(=C)C)=O N-Methylolmethacrylamid